4,5-diamino-1-((4-chlorophenyl) methyl)-1H-pyrazole-sulfate S(=O)(=O)(O)O.NC=1C=NN(C1N)CC1=CC=C(C=C1)Cl